ClC1=CC(=CC2=C1N=C(S2)NC(=O)C21CC3(CC(CC(C2)C3)(C1)C)C)Cl N-(4,6-dichloro-1,3-benzothiazol-2-yl)-3,5-dimethyladamantane-1-carboxamide